BrC1=NN2CC(N(CCC2=C1)C)=O 2-bromo-6-methyl-4H,5H,6H,7H,8H-pyrazolo[1,5-d][1,4]diazepin-7-one